NN1C=NC(=C2N3C(N=C12)N(C(N3C)=O)CCC3=CC=C(C=C3)OC(C)C)C=3OC=CC3 5-Amino-8-(2-furyl)-3-[2-(4-isopropoxyphenyl)ethyl]-1-methyl-[1,2,4]triazolo[5,1-f]purin-2-one